C[C@]1([C@H](C1)C(F)(F)F)C(=O)OC1=CC=C(C=C1)[N+](=O)[O-] |o1:1,2| 4-nitrophenyl (1S*,2S*)-1-methyl-2-(trifluoromethyl)cyclopropane-1-carboxylate